O1[C@H](COC2=NC=CC=C21)COC2=NC(N1C(C3=CC=CC=C3CC1)=C2)=O 2-[[(2S)-2,3-dihydro-[1,4]dioxino[2,3-b]pyridin-2-yl]methoxy]-6,7-dihydropyrimido[6,1-a]isoquinolin-4-one